(3R)-3-amino-7-(5-tert-butyl-1,3,4-oxadiazol-2-yl)-1,1-diketo-5-[4-(6-methoxy-3-pyridinyl)benzyl]-2,3-dihydro-1λ6,5-benzothiazepine N[C@H]1CS(C2=C(N(C1)CC1=CC=C(C=C1)C=1C=NC(=CC1)OC)C=C(C=C2)C=2OC(=NN2)C(C)(C)C)(=O)=O